F[C@@H]1CN(C[C@@H]1F)C(=O)[C@H]1CC[C@H](C=2N1C(N(N2)CC2=C(C(=NC=C2)C(F)(F)F)F)=O)C |&1:9,12| (5RS,8RS)-5-{[(3R,4S)-3,4-Difluoropyrrolidin-1-yl]carbonyl}-2-{[3-fluoro-2-(trifluoromethyl)pyridin-4-yl]methyl}-8-methyl-5,6,7,8-tetrahydro[1,2,4]triazolo[4,3-a]pyridin-3(2H)-one